6-chloro-1-isopropyl-1,2-dihydro-3H-pyrazolo[3,4-b]pyridin-3-one ClC1=CC=C2C(=N1)N(NC2=O)C(C)C